C(C)C=1C=C2CCC(N(C2=C(C1)F)S(=O)(=O)C=1C=CC(=C(CO)C1)OCC1CCOCC1)C 5-((6-ethyl-8-fluoro-2-methyl-3,4-dihydroquinolin-1(2H)-yl)sulfonyl)-2-((tetrahydro-2H-pyran-4-yl)methoxy)benzyl Alcohol